ClC=1C(=NC(=C(C1)C#N)N1C[C@H](C([C@H](C1)C)(F)F)C)NC=1C=C2C=C(C(N(C2=CC1)CC1COC1)=O)OCC(=O)NC 2-((6-((3-Chloro-5-cyano-6-((3r,5s)-4,4-difluoro-3,5-dimethylpiperidin-1-yl)pyridin-2-yl)amino)-1-(oxetan-3-ylmethyl)-2-oxo-1,2-dihydroquinolin-3-yl)oxy)-N-methylacetamide